methyl (8-((1-(bis(tert-butoxycarbonyl)amino)isoquinolin-6-yl)carbamoyl)-4H-thieno[3,4-c]chromen-7-yl)-D-prolinate C(C)(C)(C)OC(=O)N(C1=NC=CC2=CC(=CC=C12)NC(=O)C1=CC=2C=3C(COC2C=C1N1[C@H](CCC1)C(=O)OC)=CSC3)C(=O)OC(C)(C)C